N'-(4-methoxybenzylidene)-5-(4-chlorophenyl)-5-oxo-pentanehydrazide COC1=CC=C(C=NNC(CCCC(=O)C2=CC=C(C=C2)Cl)=O)C=C1